C(#N)C1=C(C=CC=C1)C1(NN(C=C1)C1=NC(=CC=C1)C)CC(=O)N 3-(cyanophenyl)-1-(6-methylpyridin-2-yl)-1H-pyrazole-3-carboxyamide